C1OC=2C=C(C[C@@H](NCC)C)C=CC2O1 (S)-3,4-Methylenedioxy-N-ethyl-amphetamine